ClC1=C(C(=O)N2COC3=C(C2)C=CC=C3C3=CC(=C(C(=O)OC)C=C3F)N(CC3=NOC=C3)C)C(=CC(=C1)C=1C=NN(C1)C)Cl Methyl 4-[3-[2,6-dichloro-4-(1-methylpyrazol-4-yl)benzoyl]-2,4-dihydro-1,3-benzoxazin-8-yl]-5-fluoro-2-[methyl(1,2-oxazol-3-ylmethyl)amino]benzoate